(4-dimethylaminopiperidin-1-yl)aniline CN(C1CCN(CC1)NC1=CC=CC=C1)C